C(CCCCO)CCC[C@@H]1[C@@H](O1)CCCCCCCC(=O)[O-] The molecule is a 9,10-epoxy-18-hydroxyoctadecanoate that is the conjugate base of (9S,10R)-9,10-epoxy-18-hydroxyoctadecanoic acid arising from deprotonation of the carboxylic acid function; major species at pH 7.3. It is a conjugate base of a (9S,10R)-9,10-epoxy-18-hydroxyoctadecanoic acid. It is an enantiomer of a (9R,10S)-9,10-epoxy-18-hydroxyoctadecanoate.